[3-[5-[(1S)-1-[2-[(2R)-2-benzyloxypropoxy]ethoxy]ethyl]-3-pyridyl]-1-tetrahydropyran-2-yl-indazol-5-yl]oxy-tert-butyl-dimethyl-silane C(C1=CC=CC=C1)O[C@@H](COCCO[C@@H](C)C=1C=C(C=NC1)C1=NN(C2=CC=C(C=C12)O[Si](C)(C)C(C)(C)C)C1OCCCC1)C